NC=1C2=C(N=CN1)N(C(=C2C2=CC=C(C(=O)NCC1(CC1)O)C=C2)C2=CC=C(C=C2)NC(C(=C)C)=O)C 4-(4-amino-6-(4-methacrylamido-phenyl)-7-methyl-7H-pyrrolo[2,3-d]pyrimidin-5-yl)-N-((1-hydroxycyclopropyl)methyl)benzamide